(R)-N-(4-(3-((5-chloro-4-methoxypyrimidin-2-yl)amino)pyrrolidine-1-carbonyl)-2-(4-methylpiperazin-1-yl)phenyl)acrylamide ClC=1C(=NC(=NC1)N[C@H]1CN(CC1)C(=O)C1=CC(=C(C=C1)NC(C=C)=O)N1CCN(CC1)C)OC